C12(C(C(CCC1)C(C)C)O2)C (5s)-1,2-epoxy-m-menthane